ClC=1C=C(C=CC1)CCN1C[C@H](CC1)COC1=CC=C(C=C1)S(=O)(=O)C (S)-1-(3-chlorophenyl-ethyl)-3-((4-(methylsulfonyl)phenoxy)methyl)pyrrolidine